BrC=1SC=2CN(CCC2N1)C=1C(=CC=2N(N1)C(C=C(N2)C(=O)NCC2=CN=CS2)=O)C 7-(2-Bromo-6,7-dihydrothiazolo[5,4-c]pyridin-5(4H)-yl)-8-methyl-4-oxo-N-(thiazol-5-ylmethyl)-4H-pyrimido[1,2-b]pyridazine-2-carboxamide